NCCC(=O)C1=NC2=C(C#CCCC3=C2C=CC=C3)C=C1 aminopropionyl-azadibenzocyclooctyne